(S)-4-((5-amino-3-fluoro-7-((1-hydroxyhexan-3-yl)amino)-1H-pyrazolo[4,3-d]pyrimidin-1-yl)methyl)-3-methoxybenzoic acid NC=1N=C(C2=C(N1)C(=NN2CC2=C(C=C(C(=O)O)C=C2)OC)F)N[C@H](CCO)CCC